5-methyl-2-(2,2,2-trifluoro-1-methoxyethyl)aniline CC=1C=CC(=C(N)C1)C(C(F)(F)F)OC